C(#N)C1=CC(=C(COC2=CC=CC(=N2)C2=CC(=C(CC3=NC4=C(N3C3COC5(CC5)C3)C=C(C=C4)C(=O)O)C=C2F)F)C=C1)F 2-(4-(6-((4-cyano-2-fluorobenzyl)oxy)pyridin-2-yl)-2,5-difluorobenzyl)-1-(4-oxaspiro[2.4]heptan-6-yl)-1H-benzo[d]imidazole-6-carboxylic acid